N=C1N(CC(N(C12CN(C2)C2=CC=CC=C2)C(C)C2=CC=C(C=C2)C(F)(F)F)=O)C(C)C 9-imino-8-isopropyl-2-phenyl-5-(1-(4-(trifluoromethyl)phenyl)ethyl)-2,5,8-triazaspiro[3.5]nonan-6-one